FC1=C(C=C(C=C1)N1N=CC2=CC(=CC=C12)C1=CC=C(C=C1)S(=O)(=O)N)O 4-(1-(4-Fluoro-3-hydroxyphenyl)-1H-indazol-5-yl)benzenesulfonamide